C(CCCCCCC)C=1C=C(SC1)C=1SC(=C2N=C(C(=NC21)C2=CSC=C2)C2=CSC=C2)C=2SC=C(C2)CCCCCCCC 5,7-bis(4-octylthiophen-2-yl)-2,3-di(thiophen-3-yl)thieno[3,4-B]pyrazine